N,N-dimethyl-N-ethyl-N-(4-methoxybenzyl)ammonium 2-ethylhexanoate C(C)C(C(=O)[O-])CCCC.C[N+](CC1=CC=C(C=C1)OC)(CC)C